4-(3-methanesulfonylphenyl)-1-propylpyridin-1-ium hydroxide [OH-].CS(=O)(=O)C=1C=C(C=CC1)C1=CC=[N+](C=C1)CCC